N-methyl-propyl-amine CNCCC